CN1OC([C@H]2[C@H]1[C@H](C[C@H](C2)CC=C(C)C)C)(C)C |r| rac-(3aR,5R,7S,7aR)-1,3,3,7-tetramethyl-5-(3-methylbut-2-en-1-yl)octahydrobenzo[c]isoxazole